NC[C@@]1([C@@H]2CCN(C[C@H]12)C=1N(C(C2=C(N1)NC=C2C=2C(=C1C=CNC(C1=CC2)=O)F)=O)C)C2=C(C=CC=C2)F 6-(2-((1S,6R,7R)-7-(aminomethyl)-7-(2-fluorophenyl)-3-azabicyclo[4.1.0]heptan-3-yl)-3-methyl-4-oxo-4,7-dihydro-3H-pyrrolo[2,3-d]pyrimidin-5-yl)-5-fluoroisoquinolin-1(2H)-one